(R)-N-((3-(2,6-difluoro-3,5-dimethoxyphenyl)-2-oxo-1-((tetrahydrofuran-3-yl)methyl)-1,2,3,4-tetrahydropyrido[4,3-d]pyrimidin-7-yl)methyl)acrylamide FC1=C(C(=C(C=C1OC)OC)F)N1C(N(C2=C(C1)C=NC(=C2)CNC(C=C)=O)C[C@@H]2COCC2)=O